1-(3-(6-(3-((3-cyclopropylphenyl)amino)phenyl)quinazolin-8-yl)piperidin-1-yl)prop-2-en-1-one C1(CC1)C=1C=C(C=CC1)NC=1C=C(C=CC1)C=1C=C2C=NC=NC2=C(C1)C1CN(CCC1)C(C=C)=O